(S)-4-((benzyloxy)carbonyl)-2-(fluoromethyl)piperazine-1-sulfonic acid C(C1=CC=CC=C1)OC(=O)N1C[C@H](N(CC1)S(=O)(=O)O)CF